[N+](=O)([O-])C=1C=CC(=NC1)N1N=C(C(=C1)B1OC(C(O1)(C)C)(C)C)C(F)(F)F 5-nitro-2-[4-(4,4,5,5-tetramethyl-1,3,2-dioxaborolan-2-yl)-3-(trifluoromethyl)pyrazol-1-yl]pyridine